C1(CCCCC1)PCC1=CC=CC2=CC3=CC=CC(=C3N=C12)CP(C1CCCCC1)C1CCCCC1 cyclohexyl-[[5-(dicyclohexylphosphanylmethyl)acridin-4-yl]methyl]phosphane